C(#N)C1=C(C=C(NC(C(CS(=O)(=O)C2=CC=C(C=C2)F)(C)O)=O)C=C1)C(F)(F)F 4'-cyano-3-(4-fluorophenylsulphonyl)-2-hydroxy-2-methyl-3'-(trifluorometh-yl)propionanilide